NC1=C(C(=C(C=C1F)C(C=CC1=CC=C(C=C1)S(=O)(=O)C)=O)O)[N+](=O)[O-] 1-(4-amino-5-fluoro-2-hydroxy-3-nitrophenyl)-3-(4-(methylsulfonyl)phenyl)prop-2-en-1-one